1-((4-(4-fluoro-2-methyl-1H-indol-5-yloxy)-6-methoxyquinolin-7-yloxy)methyl)cyclopropylamine dihydrochloride Cl.Cl.FC1=C2C=C(NC2=CC=C1OC1=CC=NC2=CC(=C(C=C12)OC)OCC1(CC1)N)C